2-amino-4-bromo-3-fluorophenol NC1=C(C=CC(=C1F)Br)O